chloro-6-methyl-1-tosyl-1H-pyrrolo[2,3-b]Pyridine ClC1=CC=2C(=NC(=CC2)C)N1S(=O)(=O)C1=CC=C(C)C=C1